N-(5-chloro-4-(5,5-dimethyl-5,6-dihydro-4H-pyrrolo[1,2-b]pyrazol-3-yl)pyridin-2-yl)-1-((6-(2,4-dioxotetrahydropyrimidin-1(2H)-yl)pyridazin-3-yl)methyl)piperidine-4-carboxamide ClC=1C(=CC(=NC1)NC(=O)C1CCN(CC1)CC=1N=NC(=CC1)N1C(NC(CC1)=O)=O)C1=C2N(N=C1)CC(C2)(C)C